oxazinyl-(phenoxazine) O1NC(=CC=C1)C1=CC=CC=2OC3=CC=CC=C3NC12